5-bromo-1-[[2-(trimethylsilyl)ethoxy]methyl]thieno[2,3-c]pyrazole BrC1=CC2=C(N(N=C2)COCC[Si](C)(C)C)S1